2-butyl-1-(4-(((2-methyl-2-morpholinopropyl)amino)methyl)benzyl)-1H-imidazo[4,5-d]thieno[3,2-b]pyridin-4-amine C(CCC)C1=NC=2C(=C3C(=NC2N)C=CS3)N1CC1=CC=C(C=C1)CNCC(C)(N1CCOCC1)C